BrC=1C(=NN(C1CBr)C)C 4-bromo-5-(bromomethyl)-1,3-dimethyl-pyrazole